2-[4-(4-Cyclohexylbenzoyl)piperazin-1-yl]-3H-quinazolin-4-one C1(CCCCC1)C1=CC=C(C(=O)N2CCN(CC2)C2=NC3=CC=CC=C3C(N2)=O)C=C1